BrC=1C=CC=2C(C3=CC=CC(=C3OC2C1)C(F)(F)F)=O 3-bromo-5-(trifluoromethyl)xanthen-9-one